(E)-2-chloro-3-(hydroxymethyl)cyclohexene-1-carbaldehyde ClC1=C(CCCC1CO)C=O